1-methoxy-(4-tert-pentyl)benzene COC1=CC=C(C=C1)C(C)(C)CC